COC1=CC=C(C=C1)NC(=O)N1[C@@H](CCC1)C=1SC=C(N1)C1=CC=C(C=C1)F (S)-N-(4-methoxyphenyl)-2-(4-(4-fluorophenyl)-thiazol-2-yl)pyrrolidine-1-carboxamide